C(C)C1=C(C(=CC(=C1C)OCCC)C)O 2-ethyl-3,6-dimethyl-4-propoxyphenol